amino-4-(4-(trifluoromethyl)phenoxy)benzamide NC1=C(C(=O)N)C=CC(=C1)OC1=CC=C(C=C1)C(F)(F)F